COC=1C=C(C(=O)NC2CC3(C2)CCN(CC3)CC3CCNCC3)C=CC1 3-methoxy-N-(7-(piperidin-4-ylmethyl)7-azaspiro[3.5]non-2-yl)benzamide